(±)-tert-butyl (1S,3R,5R)-3-([6-[4-chloro-5-fluoro-2-(methoxymethoxy)phenyl]pyridazin-3-yl](methyl)amino)-6,6-difluoro-8-azabicyclo[3.2.1]octane-8-carboxylate ClC1=CC(=C(C=C1F)C1=CC=C(N=N1)N([C@@H]1C[C@H]2CC([C@@H](C1)N2C(=O)OC(C)(C)C)(F)F)C)OCOC |r|